(2R)-2-{2-[(1R)-1-(4-chlorophenyl)-1-phenylethoxy]ethyl}-1-methylpyrrolidine ClC1=CC=C(C=C1)[C@](C)(OCC[C@@H]1N(CCC1)C)C1=CC=CC=C1